ClCC1=NN=C(O1)C1=CC=C(N=N1)C1CCN(CC1)C(=O)OC(C)(C)C 2-methylpropan-2-yl 4-{6-[5-(chloromethyl)-1,3,4-oxadiazol-2-yl]-1,2-diazin-3-yl}hexahydropyridine-1-carboxylate